2-(dimethylamino)-N-(5-(3-(3,5-dimethylisoxazol-4-yl)-5-(ethylsulfonamido)phenoxy)-2-methylphenyl)acetamide CN(CC(=O)NC1=C(C=CC(=C1)OC1=CC(=CC(=C1)NS(=O)(=O)CC)C=1C(=NOC1C)C)C)C